FC1(C2CCC=3N(C21)N=C(C3C3=C2C(=NC=C3)NN=C2)C2=NC=C(C=C2)F)F (Racemic)-6,6-Difluoro-2-(5-fluoropyridin-2-yl)-3-(1H-pyrazolo[3,4-b]pyridin-4-yl)-5,5a,6,6a-tetrahydro-4H-cyclopropa[e]pyrazolo[1,5-a]pyridine